C1(CC1)NC1=NC=C2N=C(N(C2=N1)C1CCNCC1)NC1=CC(=CC(=C1)Cl)Cl N2-cyclopropyl-N8-(3,5-dichlorophenyl)-9-(piperidin-4-yl)-9H-purine-2,8-diamine